COC(=O)C=1C(=NOC1C1CC1)C1=C(C=C(C=C1Cl)F)Cl 5-cyclopropyl-3-(2,6-dichloro-4-fluorophenyl)isoxazole-4-carboxylic acid methyl ester